C(#N)C(C(=O)C1=CC=C(C2=C1N(C(N2COCC[Si](C)(C)C)=O)COCC[Si](C)(C)C)CC=2C(=C(C(=O)N)C=C(C2)F)OC)C#N ((7-(2,2-dicyanoacetyl)-2-oxo-1,3-bis((2-(trimethylsilyl)ethoxy)methyl)-2,3-dihydro-1H-benzo[d]imidazol-4-yl)methyl)-5-fluoro-2-methoxybenzamide